C1(=CC=C(C=C1)CC(C(=O)C1=C(NC(=C1)C)C)N1C=C(C=CC1=O)C#N)C1=CC=CC=C1 1-(3-([1,1'-biphenyl]-4-yl)-1-(2,5-dimethyl-1H-pyrrol-3-yl)-1-oxopropan-2-yl)-6-oxo-1,6-dihydropyridine-3-carbonitrile